2,4-dichlorobenzyl-hydrazine ClC1=C(CNN)C=CC(=C1)Cl